(1-methyl-1H-pyrazol-3-yl)methanamine CN1N=C(C=C1)CN